ClC1=C(C(F)(F)F)C=CC=C1Cl 2,3-dichlorotrifluorotoluene